2-Oxo-2-(2,2,2-trifluoroethoxy)ethyl-1-{2-chloro-4-fluoro-5-[3-methyl-2,6-dioxo-4-(trifluoromethyl)-3,6-dihydropyrimidin-1(2H)-yl]phenoxy}cyclopentancarboxylat O=C(COC(=O)C1(CCCC1)OC1=C(C=C(C(=C1)N1C(N(C(=CC1=O)C(F)(F)F)C)=O)F)Cl)OCC(F)(F)F